6-(oxetan-3-ylamino)pyrimidine-4-carboxylic acid O1CC(C1)NC1=CC(=NC=N1)C(=O)O